1-methoxy-2-amino-4-(beta-hydroxyethyl)aminobenzene COC1=C(C=C(C=C1)NCCO)N